methyl 3-chloro-2-ethenylpyridine-4-carboxylate ClC=1C(=NC=CC1C(=O)OC)C=C